ClC=1N=C(C2=C(N1)C=NC(=C2)Cl)NCC=2SC=CC2 2,6-dichloro-N-(thiophen-2-ylmethyl)pyrido[3,4-d]pyrimidin-4-amine